N-[2-[(4,6-dimethoxy-1,3,5-triazin-2-yl)carbonyl]-6-fluorophenyl]-1,1-difluoro-N-methylsulfonamide COC1=NC(=NC(=N1)OC)C(=O)C1=C(C(=CC=C1)F)N(S(=O)=O)C(F)F